BrC1=CN=C(S1)\C(\C)=N/[S@@](=O)C(C)(C)C (NZ,S)-N-[1-(5-bromothiazol-2-yl)ethylidene]-2-methyl-propane-2-sulfinamide